BrC=1C=2N(C(=NC1N(C(OC(C)(C)C)=O)C(=O)OC(C)(C)C)SC)C=CN2 Tert-butyl (8-bromo-5-(methylthio)imidazo[1,2-c]pyrimidin-7-yl)(tert-butoxycarbonyl)carbamate